2-methyl-N-acryl-aziridine methyl-2-((4-ethynylphenyl)amino)-2-oxoacetate COC(C(=O)NC1=CC=C(C=C1)C#C)=O.CC1N(C1)C(=O)C=C